O1CCN(CC1)C=1C=C(C=CC1)C1CN(C1)[C@@H]1[C@H](CCCC1)OC=1C=C2CN(C(C2=CC1)=O)C1C(NC(CC1)=O)=O 3-(5-(((1S,2S)-2-(3-(3-morpholinophenyl)azetidin-1-yl)cyclohexyl)oxy)-1-oxoisoindolin-2-yl)piperidine-2,6-dione